C(C)(C)(C)C1N2C(C3=CC(=C(C=C3C1)C=1C=NC(=CC1)N1CCC(CC1)O)OC)=CC(C(=C2)C(=O)O)=O 6-tert-butyl-9-[6-(4-hydroxypiperidin-1-yl)pyridin-3-yl]-10-methoxy-2-oxo-6,7-dihydro-2H-pyrido[2,1-a]isoquinoline-3-carboxylic acid